COC(=O)C1CCN(CC1)CC1=NC=C(C(=C1)C)C1CNC1 1-((5-(azetidin-3-yl)-4-methylpyridin-2-yl)methyl)piperidine-4-carboxylic acid methyl ester